NC1=C(SC2=NC(=CC=C21)C)C(=O)N[C@H]2COC1=CC(=CC=C1C2)N2[C@@H]([C@@H](NCC2)C)C 3-amino-N-((R)-7-((2R,3S)-2,3-dimethylpiperazin-1-yl)chroman-3-yl)-6-methylthieno[2,3-b]pyridine-2-carboxamide